NC1=NC=CC(=C1)C1=CC(NC(=C1)C=1C=NC=CC1)=O 4-(2-amino-4-pyridinyl)-6-(3-pyridinyl)-1H-pyridin-2-one